C(C)(=O)C=1C=CC(=C(C1)C=1C2=C(C(N(C1)C)=O)C=CS2)OC2=C(C=C(C=C2)F)F 7-(5-acetyl-2-(2,4-difluorophenoxy)phenyl)-5-methylthieno[3,2-c]pyridin-4(5H)-one